methyl-N-phenyl-8-(1H-pyrrol-2-yl)-[1,2,4]triazolo[4,3-a]quinazolin-5-amine CC1=NN=C2N1C1=CC(=CC=C1C(=N2)NC2=CC=CC=C2)C=2NC=CC2